5-(3-fluorophenyl)-N-(2,4,5-trifluorophenyl)-1H-pyrrole-3-sulfonamide FC=1C=C(C=CC1)C1=CC(=CN1)S(=O)(=O)NC1=C(C=C(C(=C1)F)F)F